(E)-3-(2,5-dimethoxyphenyl)-N-[(1R)-2-[4-(hydroxycarbamoyl)anilino]-1-indan-2-yl-2-oxo-ethyl]prop-2-enamide COC1=C(C=C(C=C1)OC)/C=C/C(=O)N[C@@H](C(=O)NC1=CC=C(C=C1)C(NO)=O)C1CC2=CC=CC=C2C1